CC1=CC=C(C=NN=C2NC(CC(N2)=O)C2=CC=CC=C2)C=C1 2-((4-methylbenzylidene)hydrazineylidene)-6-phenyltetrahydropyrimidin-4(1H)-one